OC=1C(=CC=2C(C3=CC=CC=C3C(C2C1O)=O)=O)NS(=O)(=O)C1CCCCC1 N-(3,4-dihydroxy-9,10-dioxo-9,10-dihydroanthracen-2-yl)cyclohexylsulfonamide